dimethyl-vinylphenyl-silane C[Si](C1=CC=CC=C1)(C=C)C